C(C)OC(=O)C1C(NC(NN1)[SH4]OOC)N(CC1=CC=C(C=C1)OC)CC1=CC=C(C=C1)OC 5-{bis[(4-methoxyphenyl)methyl]amino}-3-(methyldioxy-λ6-sulfenyl)-1,2,4-triazacyclohexane-6-carboxylic acid ethyl ester